O1C=NC=CC1 6H-1,3-oxazin